BrC=1C=CC=C(C1)C1=CC=CC=C1 5-bromo-[1,1'-biphenyl]